COC(C1=NC=CC=C1C(N(C)C(C)C)=O)=O (isopropyl-(methyl)carbamoyl)picolinic acid methyl ester